FC=1C=C2CCN(CC2=CC1)C1=CC(=C(N)C(=C1)C)C 4-(6-Fluoro-3,4-dihydroisoquinolin-2(1H)-yl)-2,6-dimethylaniline